ClC=1C(=NC=CC1)N1N=C(C=C1C(=O)Cl)CN1N=NN=C1C(F)(F)F 1-(3-chloropyridin-2-yl)-3-{[5-(trifluoromethyl)-1H-tetrazol-1-yl]methyl}-1H-pyrazol-5-carbonyl chloride